4-(3-(3-Amino-4-methylphenoxy)-5-methylphenyl)-6-methyl-2-(1H-tetrazol-5-yl)-1H-pyrrolo[2,3-c]pyridin-7(6H)-one NC=1C=C(OC=2C=C(C=C(C2)C)C=2C3=C(C(N(C2)C)=O)NC(=C3)C3=NN=NN3)C=CC1C